(3R)-3-(4-chlorophenyl)-2-[(4-chlorophenyl)methyl]-6-(2-hydroxypropan-2-yl)-3-methoxy-2,3-dihydro-1H-isoindol-1-one ClC1=CC=C(C=C1)[C@@]1(N(C(C2=CC(=CC=C12)C(C)(C)O)=O)CC1=CC=C(C=C1)Cl)OC